ClC=1C=C(C=2CCC(C2C1)O)S(=O)(=O)NC1=C(C(=C(C=C1)F)C=1C=C2C=NC(=NC2=CC1)NC1CCN(CC1)C(C)C)F 6-chloro-N-(2,4-difluoro-3-(2-((1-isopropylpiperidin-4-yl)amino)quinazolin-6-yl)phenyl)-1-hydroxy-2,3-dihydro-1H-indene-4-sulfonamide